phenylmercury acetate C(C)(=O)[O-].C1(=CC=CC=C1)[Hg+]